C(=O)C=1C=C(C(=O)O)C=C(C1)O 3-FORMYL-5-HYDROXYBENZOIC ACID